8-Methoxy-N-(1-(5-methyl-1,3,4-thiadiazol-2-yl)ethyl)-6-(5-methylthiazol-2-yl)quinazolin-4-amine COC=1C=C(C=C2C(=NC=NC12)NC(C)C=1SC(=NN1)C)C=1SC(=CN1)C